6-(6-(methoxycarbonyl)pyridin-3-yl)quinoline-4-carboxylic acid COC(=O)C1=CC=C(C=N1)C=1C=C2C(=CC=NC2=CC1)C(=O)O